NC1=C2CN(C(C2=CC=C1)=O)C1C(NC(CC1)=O)=O 3-(4-AMINO-1-OXO-1,3-DIHYDRO-ISOINDOL-2-YL)-PIPERIDINE-2,6-DIONE